C(C)(=O)OC[C@H]1COC2=C(O1)C=C(C=C2)C=O [(2R)-7-Formyl-2,3-dihydro-1,4-benzodioxin-2-yl]methyl acetate